ClC=1C=C2CCC[C@]3(COC4=CC=C5C(NS(CC/C=C/[C@@H]6CC[C@H]6CN(C3)C4=C5)(=O)=O)=O)C2=CC1 (1S,3'R,6'S,7'E)-6-CHLORO-3,4-DIHYDRO-2H,13'H-SPIRO[NAPHTHALENE-1,20'-[18]OXA[11]THIA[1,12]DIAZATETRACYCLO[12.7.2.03,6.017,22]TRICOSA[7,14,16,22]TETRAEN]-13'-ONE 11',11'-DIOXIDE